ClC1=C(C=NN1C)NC1=NC=CC(=N1)[Sn](CCCC)(CCCC)CCCC N-(5-chloro-1-methyl-1H-pyrazol-4-yl)-4-(tributylstannyl)pyrimidin-2-amine